difluorosilane isopropyl-(R)-1-(4-(3-chloro-4-(2-chloro-3-(6-methoxy-5-((methylamino)methyl)pyridin-2-yl)phenyl)pyridin-2-yl)-2-methoxybenzyl)pyrrolidine-3-carboxylate C(C)(C)OC(=O)[C@H]1CN(CC1)CC1=C(C=C(C=C1)C1=NC=CC(=C1Cl)C1=C(C(=CC=C1)C1=NC(=C(C=C1)CNC)OC)Cl)OC.F[SiH2]F